1-ethyl-3-methylimidazole bis(trifluoromethyl)sulfonamide salt FC(F)(F)N(S(=O)=O)C(F)(F)F.C(C)N1CN(C=C1)C